4-(Benzyloxy)-7-(8-ethyl-7-fluoro-3-(methoxymethoxy)naphthalen-1-yl)-8-fluoro-2-(((2R,7aS)-2-fluorotetrahydro-1H-pyrrolizin-7a(5H)-yl)methoxy)quinazoline C(C1=CC=CC=C1)OC1=NC(=NC2=C(C(=CC=C12)C1=CC(=CC2=CC=C(C(=C12)CC)F)OCOC)F)OC[C@]12CCCN2C[C@@H](C1)F